C(CCC)N(C(=O)OCC1=C(N=NN1C)C1=CC=C(C(=N1)C1COC1)O[C@@H]1C[C@H](CCC1)C(=O)OC)C methyl (1S,3S)-3-((6-(5-(((butyl(methyl)carbamoyl)oxy)methyl)-1-methyl-1H-1,2,3-triazol-4-yl)-2-(oxetan-3-yl)pyridin-3-yl)oxy)cyclohexane-1-carboxylate